coumarin-4-Acetate O1C(=O)C=C(C2=CC=CC=C12)CC(=O)[O-]